2-Amino-1H-imidazole-4,5-dicarbonitrile NC=1NC(=C(N1)C#N)C#N